ClC=1C(=NC=C(C1)C1=NC=CN=C1OC1=CC=C(C=C1)C(F)(F)F)CS(=O)(=O)N (3-Chloro-5-(3-(4-(trifluoromethyl)phenoxy)pyrazin-2-yl)pyridin-2-yl)methanesulfonamide